C(#N)C=1C=C(C=NC1OCCN1CCOCC1)S(=O)(=O)NC(C1=C(C=CC=C1)OC=1C=C2C(=NC1)NC=C2)=O N-{[5-cyano-6-(2-morpholin-4-ylethoxy)pyridin-3-yl]sulfonyl}-2-(1H-pyrrolo[2,3-b]pyridin-5-yloxy)benzamide